Methyl (5-chloro-2-methoxypyridin-4-yl)acetate ClC=1C(=CC(=NC1)OC)CC(=O)OC